5-(5-(1-(2-hydroxy-2-methylpropyl)piperidin-4-yl)-3-isopropyl-1H-indol-2-yl)quinoline-8-carbonitrile OC(CN1CCC(CC1)C=1C=C2C(=C(NC2=CC1)C1=C2C=CC=NC2=C(C=C1)C#N)C(C)C)(C)C